C=1C=CC2=CC=CC(C12)=O inden-7-one